2-amino-5-(trifluoromethyl)nicotinic acid methyl ester COC(C1=C(N=CC(=C1)C(F)(F)F)N)=O